(R)-(6-methoxypyrazolo[1,5-a]pyridin-3-yl)(4-(4-methylpyrazolo[1,5-a]pyridin-2-yl)-6,7-dihydro-1H-imidazo[4,5-c]pyridin-5(4H)-yl)methanone COC=1C=CC=2N(C1)N=CC2C(=O)N2[C@H](C1=C(CC2)NC=N1)C1=NN2C(C(=CC=C2)C)=C1